(1H-pyrrol-1-yl)-1-propylamine N1(C=CC=C1)NCCC